1,3,6,8-tetramethyl-9H-carbazol CC1=CC(=CC=2C3=CC(=CC(=C3NC12)C)C)C